3-(6-(2-fluorophenyl)-2H-indazol-2-yl)-N,N-dimethylpropan-1-amine FC1=C(C=CC=C1)C=1C=CC2=CN(N=C2C1)CCCN(C)C